7-methoxy-4-(2-methyl-1,5-naphthyridin-4-yl)-3,4-dihydroquinoxalin-2(1H)-one COC1=CC=C2N(CC(NC2=C1)=O)C1=CC(=NC2=CC=CN=C12)C